CC1=NOC(=C1C1=C2OC[C@@H](N3C(NC(C=C1)=C32)=O)C3=NC=CC=C3)C (S)-6-(3,5-dimethylisoxazol-4-yl)-3-(pyridin-2-yl)-3,4-dihydro-5-oxa-1,2a-diazaacenaphthylen-2(1H)-one